N-(4-methoxyphenyl)glycylglycine ethyl ester C(C)OC(CNC(CNC1=CC=C(C=C1)OC)=O)=O